ClC1=C(C(=CC(=C1)C#N)Cl)NC=1N(C2=NC(=NC=C2N1)NC1CCC(CC1)(F)F)C1CCC(CC1)(C(=O)N)C (1s,4s)-4-(8-(2,6-dichloro-4-cyanophenylamino)-2-(4,4-difluorocyclohexylamino)-9H-purin-9-yl)-1-methylcyclohexanecarboxamide